BrC1=CC=C(C=C1)C(C)(C)C=1N=C(SC1)NC(=O)NCC1=NC(=CC=C1)N1CCNCC1 1-(4-(2-(4-bromophenyl)propan-2-yl)thiazol-2-yl)-3-((6-(piperazin-1-yl)pyridin-2-yl)methyl)urea